(R)-5-chloro-2-(4-((4,4-dimethyloxolan-3-yl)amino)pyrido[3,4-d]pyridazin-1-yl)phenol ClC=1C=CC(=C(C1)O)C1=C2C(=C(N=N1)N[C@H]1COCC1(C)C)C=NC=C2